N-(4-((3S,5R)-3-amino-5-methylpiperidin-1-yl)pyridin-3-yl)-2,2',6,6'-tetrafluoro-4'-methyl-[1,1'-biphenyl]-3-carboxamide dihydrochloride Cl.Cl.N[C@@H]1CN(C[C@@H](C1)C)C1=C(C=NC=C1)NC(=O)C=1C(=C(C(=CC1)F)C1=C(C=C(C=C1F)C)F)F